C(#N)C(=CC1=C(N(C(=C1)C)C=1SC(=CC1C#N)C)C)C1=NC2=C(N1)C=C(C=C2)OC(F)(F)F 2-(3-(2-cyano-2-(6-(trifluoromethoxy)-1H-benzo[d]imidazol-2-yl)vinyl)-2,5-dimethyl-1H-pyrrol-1-yl)-5-methylthiophene-3-carbonitrile